C1(CC1)C(C(C(=O)NC1=CC=C(C=C1)C=1C(=NNC1C)C)C=1NC=C(N1)C1=CC=CC=C1)C1CC1 3,3-dicyclopropyl-N-[4-(3,5-dimethyl-1H-pyrazol-4-yl)phenyl]-2-(4-phenyl-1H-imidazol-2-yl)propanamide